C(=O)(N1C=NC=C1)N1C=NC=C1 1,1'-carbonylDiimidazole